3,3,3-trimethyldisiloxane C[Si](O[SiH3])(C)C